(S)-N-((1-(2,4-difluorobenzyl)spiro[2.2]pentan-1-yl)methyl)-6-oxo-1,6-dihydropyrimidine-2-carboxamide FC1=C(C[C@]2(CC23CC3)CNC(=O)C=3NC(C=CN3)=O)C=CC(=C1)F